C(C)(C)C1=NC=CC(=C1N1C(C2=C(C=3C=CC=NC13)N1C(C(N2C)=O)CN(CC1)C(=O)[O-])=O)C 8-(2-isopropyl-4-methylpyridin-3-yl)-6-methyl-5,7-dioxo-1,2,4,4a,5,6,7,8-octahydro-3H-pyrazino[1',2':4,5]pyrazino[2,3-c][1,8]naphthyridine-3-carboxylate